2-ethoxy-6-(piperazin-1-yl)pyrazine C(C)OC1=NC(=CN=C1)N1CCNCC1